tert-butyl 3-(6-chloro-8-fluoro-7-(8-fluoro-3-(methoxymethoxy) naphthalen-1-yl)-5-methoxy-2-(methylthio)quinazolin-4-yl)-3,8-diazabicyclo[3.2.1]octane-8-carboxylate ClC=1C(=C2C(=NC(=NC2=C(C1C1=CC(=CC2=CC=CC(=C12)F)OCOC)F)SC)N1CC2CCC(C1)N2C(=O)OC(C)(C)C)OC